ClC1=C(C(=O)N=C=O)C=CC(=C1)Cl 2,4-dichlorobenzoyl isocyanate